N-(4-(4-Amino-1-(2-fluoroethyl)-1H-pyrazolo[3,4-d]pyrimidin-3-yl)phenyl)-2-(5-Fluoropyridin-2-yl)-6-isopropyl-3-oxo-2,3-dihydropyridazine-4-carboxamide NC1=C2C(=NC=N1)N(N=C2C2=CC=C(C=C2)NC(=O)C=2C(N(N=C(C2)C(C)C)C2=NC=C(C=C2)F)=O)CCF